N1=CN=C(C=C1)C(N)=N pyrimidin-4-carboximidamide